FC(CN1N=CC=2C1=NC(=CN2)N2CCC1(CC(N(C1)C=1C=NC(=CC1)C(F)(F)F)C)CC2)F 8-[1-(2,2-difluoroethyl)-1H-pyrazolo[3,4-b]pyrazin-6-yl]-3-methyl-2-[6-(trifluoromethyl)pyridin-3-yl]-2,8-diazaspiro[4.5]decane